C12=CC=C(C=C1)O2 para-phenylene oxide